[4-(trifluoromethyl)phenyl]methyl-4-fluorobenzene tert-butyl-(S)-2-((4-bromo-1H-indol-1-yl)methyl)morpholine-4-carboxylate C(C)(C)(C)OC(=O)N1C[C@@H](OCC1)CN1C=CC2=C(C=CC=C12)Br.FC(C1=CC=C(C=C1)CC1=CC=C(C=C1)F)(F)F